(4-hydroxy-3-methoxyphenyl)-2'-(3-hydroxybenzoyl)-1',2',5',6',7',7a'-hexahydro-2H-spiro[acenaphthylene-1,3'-pyrrolizin] OC1=C(C=C(C=C1)C1C(C2(N3CCCC13)CC1=CC=CC3=CC=CC2=C13)C(C1=CC(=CC=C1)O)=O)OC